Cl.N[C@H](C(=O)O)CC1CC=C(CC1)C1=NC(=NC(=C1)O[C@@H](C(F)(F)F)C1=C(C=C(C=C1)Cl)N1N=C(C=C1)C)C (2S)-2-amino-3-(4-(6-((R)-1-(4-chloro-2-(3-methyl-1H-pyrazol-1-yl)phenyl)-2,2,2-trifluoroethoxy)-2-methylpyrimidin-4-yl)cyclohex-3-en-1-yl)propanoic acid hydrochloride